(P)-1-(5-Fluoro-2-methoxy-4-((trifluoromethoxy)methyl)phenyl)-N-(isoxazol-3-yl)-2-oxo-1,2-dihydrochinolin-6-sulfonamid FC=1C(=CC(=C(C1)N1C(C=CC2=CC(=CC=C12)S(=O)(=O)NC1=NOC=C1)=O)OC)COC(F)(F)F